1-(5,6,7,8-tetrahydro-1,6-naphthyridin-3-yl)-2,3-dihydro-1H-pyrido[2,3-b][1,4]oxazine N1=CC(=CC=2CNCCC12)N1C2=C(OCC1)N=CC=C2